N[C@@H]1[C@H](CCCC1)NC(=S)NC1=CC(=CC(=C1)C(F)(F)F)C(F)(F)F 1-((1S,2S)-2-aminocyclohexyl)-3-(3,5-bis(trifluoromethyl)phenyl)thiourea